2-(5-(cyclopropylmethyl)-3-(6-fluoro-4'-(perfluoroethyl)-[1,1'-biphenyl]-3-yl)-4-(3-fluoro-4-sulfamoylbenzyl)-1H-pyrazol-1-yl)thiazole-4-carboxylic acid C1(CC1)CC1=C(C(=NN1C=1SC=C(N1)C(=O)O)C=1C=C(C(=CC1)F)C1=CC=C(C=C1)C(C(F)(F)F)(F)F)CC1=CC(=C(C=C1)S(N)(=O)=O)F